C(C)S(=O)(=O)C=1C(=NC=C(C1)C1=CC=C(C=C1)F)C1=COC2=CC(=CC=C2C1=O)C(F)(F)F 3-[3-ethylsulfonyl-5-(4-fluorophenyl)-2-pyridyl]-7-(trifluoromethyl)chromen-4-one